6-(morpholine-4-carbonyl)benzo[d]thiazole-2-carbaldehyde N1(CCOCC1)C(=O)C1=CC2=C(N=C(S2)C=O)C=C1